BrC1=CC(=C(C=C1OC)CC(C(=O)O)NC(=O)OC(C)(C)C)OC 3-(4-Bromo-2,5-dimethoxyphenyl)-2-(tert-butoxycarbonylamino)propanoic acid